ClC=1C(=NC=CC1)CN1N=C2N([C@@H](CCC2)C(=O)O)C1=O (5S)-2-[(3-Chloropyridin-2-yl)methyl]-3-oxo-2,3,5,6,7,8-hexahydro[1,2,4]triazolo[4,3-a]pyridine-5-carboxylic acid